1-[[4-[5-(methoxymethyl)-4-methyl-3-(trifluoromethyl)pyrazol-1-yl]phenyl]methyl]pyrrolidin-2-one COCC1=C(C(=NN1C1=CC=C(C=C1)CN1C(CCC1)=O)C(F)(F)F)C